C(C=C)(=O)NCCOC(C)O N-acryloyl-aminoethyloxyethanol